N-{(2R,5R)-1-[2-(6-Chloro-3,3-dimethyl-2,3-dihydro-indol-1-yl)-2-oxo-ethyl]-5-methyl-piperazin-2-ylmethyl}-acetamide hydrochloride salt Cl.ClC1=CC=C2C(CN(C2=C1)C(CN1[C@H](CN[C@@H](C1)C)CNC(C)=O)=O)(C)C